N-(2-(4-benzylpiperidin-1-yl)ethyl)-N-(4-fluorophenyl)propanamide C(C1=CC=CC=C1)C1CCN(CC1)CCN(C(CC)=O)C1=CC=C(C=C1)F